hydroxyethanesulfonic acid, sodium salt [Na+].OC(C)S(=O)(=O)[O-]